C1(=CC=CC=C1)C1=CC=CC(=N1)C1=NC=CC=C1.[Pt+2] platinum (ii) 6-phenyl-2,2'-bipyridine